FC1=CN=CC2=CC(=CC=C12)CNC(=O)C=1N=COC1C1=CC(=C(C=C1)OC)I N-((4-fluoroisoquinolin-7-yl)methyl)-5-(3-iodo-4-methoxyphenyl)oxazole-4-carboxamide